[N+](=O)([O-])C1=CC=2OCC3N(C2N=C1)CCN(C3)C(=O)OC(C)(C)C tert-butyl 3-nitro-6a,7,9,10-tetrahydropyrazino[1,2-d]pyrido[3,2-b][1,4]oxazine-8(6H)-carboxylate